methyl 3-(3-(benzyloxy)phenyl)propanoate C(C1=CC=CC=C1)OC=1C=C(C=CC1)CCC(=O)OC